ClC=1C(=CC(=C(C1)C1=NNC=C1C1=NC2=CC(=CN=C2C=C1)C=1N=CN2C1CNCC2)F)F 2-[3-(5-chloro-2,4-difluoro-phenyl)-1H-pyrazol-4-yl]-7-(5,6,7,8-tetrahydroimidazo[1,5-a]pyrazin-1-yl)-1,5-naphthyridine